C(C)(C)(C)OC(/C=C/C=1C=C2C=C(N(C2=CC1)C(=O)OC(C)(C)C)B1OC(C(O1)(C)C)(C)C)=O (E)-tert-butyl 5-(3-(tert-butoxy)-3-oxoprop-1-en-1-yl)-2-(4,4,5,5-tetramethyl-1,3,2-dioxaborolan-2-yl)-1H-indole-1-carboxylate